BrC/C=C/C1=CC(=C(C=C1)F)OC1=CC=CC=C1 (E)-4-(3-Bromoprop-1-en-1-yl)-1-fluoro-2-phenoxybenzene